C1=CC=CC=2NC=3N(C21)C2=C(N3)C=CC=C2 benzo[d]benzo[4,5]imidazo[1,2-a]imidazole